{4-(7-benzothien-2-yl-naphthalen-2-yl)-phenyl}-(4-benzothiazol-2-yl-phenyl)-(4-benzothien-2-yl-phenyl)amine S1C(=CC2=C1C=CC=C2)C2=CC=C1C=CC(=CC1=C2)C2=CC=C(C=C2)N(C2=CC=C(C=C2)C=2SC1=C(C2)C=CC=C1)C1=CC=C(C=C1)C=1SC2=C(N1)C=CC=C2